C(C)(C)(C)C1=CC=C(C=C1)C1=NC=CC(=C1)CC1C(NC(S1)=O)=O 5-((2-(4-(t-butyl)phenyl)pyridin-4-yl)methyl)thiazolidine-2,4-dione